(4S)-4-(5-phenyl-1,3,4-thiadiazol-2-yloxy)-1-azatricyclo[3.3.1.13,7]decane C1(=CC=CC=C1)C1=NN=C(S1)OC1C2CN3CC(CC1C3)C2